FC1=CC=C(OC2=CC=C(C=C2)NC=2C3=C(N=C(N2)N2C[C@H](OCC2)C)C(N(C3)C(C)C)=O)C=C1 4-{[4-(4-fluorophenoxy)phenyl]amino}-2-[(2R)-2-methylmorpholin-4-yl]-6-(propan-2-yl)-5,6-dihydro-7H-pyrrolo[3,4-d]pyrimidin-7-one